3-cyclopropyl-5-(trifluoromethyl)-1H-indazole-7-carboxylic acid C1(CC1)C1=NNC2=C(C=C(C=C12)C(F)(F)F)C(=O)O